NC1=CC=C(C=C1)NCCN(CCO)CCO 2,2'-(2-(4-aminophenylamino)ethylazanediyl)-diethanol